C12CNCC2C1C1=NN(C2=C1C(=NC(=C2F)C2=CC(=CC1=CC=C(C(=C21)C#C)F)O)CCC#N)C2CC2 3-[3-(3-azabicyclo[3.1.0]hexan-6-yl)-1-cyclopropyl-6-(8-ethynyl-7-fluoro-3-hydroxy-1-naphthyl)-7-fluoro-pyrazolo[4,3-c]pyridin-4-yl]propanenitrile